O=C1N(C(C2=CC=CC=C12)=O)CC=O 2-(1,3-dioxoisoindol-2-yl)acetaldehyde